FC1=C(C(=CC=C1)F)C=1NC2=CC=C(C=C2C1C)CNC(=O)C=1C(=NC=NC1)C N-[[2-(2,6-difluorophenyl)-3-methyl-1H-indol-5-yl]methyl]-4-methyl-pyrimidine-5-carboxamide